COC=1C=C(C=CC1OCC1=CN=CN1C)NC1=C(C=2N=C(C=NC2C=C1)N1CCOCC1)C#N 6-(3-methoxy-4-((1-methyl-1H-imidazol-5-yl)methoxy)phenylamino)-3-morpholinoquinoxaline-5-carbonitrile